2,2,4,8,10,10-hexamethylundecane-5-carboxylic acid CC(C)(CC(C(CCC(CC(C)(C)C)C)C(=O)O)C)C